FC(OC1=NC(=CC=C1NC(=O)C1(CCC(CC1)=O)C1=C(C=CC=C1)C(C)C)OC)F N-(2-(difluoromethoxy)-6-methoxypyridin-3-yl)-1-(2-isopropylphenyl)-4-oxocyclohexane-1-carboxamide